5-methyl-1-(4-(2-(4'-(5-methyl-1,3,4-oxadiazol-2-yl)-[1,1'-biphenyl]-4-yl)propan-2-yl)phenyl)-1H-pyrazole-3-carboxamide CC1=CC(=NN1C1=CC=C(C=C1)C(C)(C)C1=CC=C(C=C1)C1=CC=C(C=C1)C=1OC(=NN1)C)C(=O)N